C1CC12CN(CC2)[C@H](C)C2=CC1=C(NC(=N1)C1=CC(=CC=C1)C1(COC1)CC1=NN=CN1C)C(=C2)C(F)(F)F (R)-5-(1-(5-Azaspiro[2.4]heptan-5-yl)ethyl)-2-(3-(3-((4-methyl-4H-1,2,4-triazol-3-yl)methyl)oxetan-3-yl)phenyl)-7-(trifluoromethyl)-1H-benzo[d]imidazole